CNC1C(C(CC1)NC)=O 2,5-dimethylaminocyclopentanone